C(C(C)C)(=O)OC1=C(C=C(C=C1)\C=C\C(=O)NCC1=C(C=CC=C1)F)OC (E)-4-(3-((2-fluorobenzyl) amino)-3-oxoprop-1-en-1-yl)-2-methoxyphenyl isobutyrate